CN(C1C(CCCC1)N)C N2,N2-dimethylcyclohexane-1,2-diamine